CNC(C(=O)O)CCC=1C=NC(=CC1)OC 2-(Methylamino)-4-(6-methoxypyridin-3-yl)butanoic acid